C(C=C)OC1=C(C=C(C(=C1)Cl)Cl)C(C1CCNCC1)CC(C)(S(=O)N)C ((2-(prop-2-en-1-yloxy)-4,5-dichlorophenyl)(piperidin-4-yl)methyl)-2-methylpropane-2-sulfinamide